8-methylnonyl 3-((3-(2-octyldodecanamido)-4-oxo-4-((2-(piperidin-1-yl)ethyl)amino)butyl)thio)propanoate C(CCCCCCC)C(C(=O)NC(CCSCCC(=O)OCCCCCCCC(C)C)C(NCCN1CCCCC1)=O)CCCCCCCCCC